CN(C)CC1=C(C=CC(=N1)N)N1CCOCC1 6-((dimethylamino)methyl)-5-morpholino-pyridin-2-amine